ethyl S-(1-hydroxy-2,3-dihydro-1H-inden-2-yl) dithiophosphate P(=O)(SCC)(SC1C(C2=CC=CC=C2C1)O)[O-]